COC=1C2=C(N=C(N1)N)N(C=C2C2=CC=1N(C=C2)N=CC1)S(=O)(=O)C1=CC=C(C)C=C1 4-methoxy-5-(pyrazolo[1,5-a]pyridin-5-yl)-7-tosyl-7H-pyrrolo[2,3-d]pyrimidin-2-amine